FC1=CC=C(C=C1)[C@@H]1N(C[C@H]([C@@H](C1)O)C)C(=O)OC(C)(C)C |&1:11| rac-tert-butyl (2R,5R)-2-(4-fluorophenyl)-4-hydroxy-5-methyl-piperidine-1-carboxylate